C(/C1=CC=CC=C1)=N\C(C(=O)OC)C Methyl (E)-2-(benzylideneamino)propanoate